BrC=1C=C(C=NC1)C1=CN=C2N1N=C(C=C2)C(F)F 3-(5-bromo-3-pyridinyl)-6-(difluoromethyl)imidazo[1,2-b]Pyridazine